N-(2-(3-(2-((1,5-dimethyl-1H-pyrazol-3-yl)amino)-5-methylpyrimidin-4-yl)-1H-indol-7-yl)-3-oxoisoindolin-4-yl)cyclohexanecarboxamide CN1N=C(C=C1C)NC1=NC=C(C(=N1)C1=CNC2=C(C=CC=C12)N1CC2=CC=CC(=C2C1=O)NC(=O)C1CCCCC1)C